C(C)(C)(C)OC(=O)N1CC(C1)N1N=C(C2=CC=CC(=C12)Br)C1=CC=C(C=C1)C(F)(F)F 3-(7-Bromo-3-(4-(trifluoromethyl)phenyl)-1H-indazol-1-yl)azetidine-1-carboxylic acid tert-butyl ester